C1(CCC1)CN[C@H]1CN(CCC1)C=1C=CC(=NC1)CC(=O)NC=1C=NC=C(C1)N1CCCC1 (R)-2-(5-(3-((cyclobutylmethyl)amino)piperidin-1-yl)pyridin-2-yl)-N-(5-(pyrrolidin-1-yl)pyridin-3-yl)acetamide